2-fluoro-6-((isopropyl-(methyl)amino)methyl)benzonitrile FC1=C(C#N)C(=CC=C1)CN(C)C(C)C